NCC(C(=O)NC=1C=CC=C2C(=CNC12)C=1C=NNC1)C1=CC=C(C=C1)F 3-amino-2-(4-fluorophenyl)-N-[3-(1H-pyrazol-4-yl)-1H-indol-7-yl]propanamide